BrC1=CC2=CNN=C2C=C1OC 5-bromo-6-methoxy-2H-indazol